5-(4-fluoro-2-methylphenyl)-1,6-dimethyl-4-oxo-1,4-dihydropyridazine-3-carboxylic acid FC1=CC(=C(C=C1)C=1C(C(=NN(C1C)C)C(=O)O)=O)C